5-(2-bromoethoxy)-2-methyl-N-(1-(naphthalen-1-yl)cyclopropyl)benzamide BrCCOC=1C=CC(=C(C(=O)NC2(CC2)C2=CC=CC3=CC=CC=C23)C1)C